FC=1C=C(C=CC1)S(=O)(=O)NC1=CC=C(C=C1)NC1=CC(OC2=C1C=C(C=C2)[N+](=O)[O-])=O 3-fluoro-N-(4-((6-nitro-2-oxo-2H-benzopyran-4-yl)amino)phenyl)benzenesulfonamide